benzyl ((3aR,5s,6aS)-2-((2-methoxy-5-methylpyridin-3-yl)sulfonyl)octahydrocyclopenta[c]pyrrol-5-yl)((tetrahydro-2H-pyran-4-yl)methyl)carbamate COC1=NC=C(C=C1S(=O)(=O)N1C[C@@H]2[C@H](C1)CC(C2)N(C(OCC2=CC=CC=C2)=O)CC2CCOCC2)C